CC(=O)NC1=C(C=C(C=C1)O)F N-(2-fluoro-4-hydroxyphenyl)acetamide